Tert-butyl (3S)-3-(6-cyanopyrazin-2-yl)isoxazolidine-2-carboxylate C(#N)C1=CN=CC(=N1)[C@H]1N(OCC1)C(=O)OC(C)(C)C